CC1=CC(=NC(=C1)O[C@@H]1CNCC1)NC1=CC2=C(C=N1)SC(=N2)C=2C=NC=CC2 4-Methyl-N-[2-(pyridin-3-yl)-[1,3]thiazolo[5,4-c]pyridin-6-yl]-6-[(3S)-pyrrolidin-3-yloxy]pyridin-2-amine